C(N)(=O)C1=CC(=NC=C1)N1C=C(C2=C1N=CN=C2N2C[C@H](N(C[C@@H]2C)C(=O)OC(C)(C)C)C)N2CC1(COC1)C2 tert-Butyl (2R,5S)-4-(7-(4-carbamoylpyridin-2-yl)-5-(2-oxa-6-azaspiro[3.3]heptan-6-yl)-7H-pyrrolo[2,3-d]pyrimidin-4-yl)-2,5-dimethylpiperazine-1-carboxylate